2-((1R,4r)-4-((R)-2-hydroxy-N-methylpropanamido)cyclohexyl)-6-methoxy-N-(1-(oxetan-3-yl)-2-oxo-1,2-dihydropyridin-3-yl)-2H-indazole-5-carboxamide O[C@@H](C(=O)N(C)C1CCC(CC1)N1N=C2C=C(C(=CC2=C1)C(=O)NC=1C(N(C=CC1)C1COC1)=O)OC)C